CN(C(=O)C1NCC2CCCCC12)C=1C=C(C=CC1)C N-methyl-N-(m-tolyl)octahydro-1H-isoindole-1-carboxamide